N-Ethyl-perfluorooctanesulfonamide C(C)NS(=O)(=O)C(C(C(C(C(C(C(C(F)(F)F)(F)F)(F)F)(F)F)(F)F)(F)F)(F)F)(F)F